COC=1C(=NC=CC1)C(=O)NCC=1C=C(C=CC1)NC(OC(C)(C)C)=O tert-butyl (3-((3-methoxypicolinamido)methyl)phenyl)carbamate